FC=1C=C(C=CC1OCCCCCCCCCCCCCC)S(=O)(=O)C=1C=NC2=CC=C(C=C2C1N1CCC(CC1)N1CCC(CC1)C1=CC=NC2=CC=CC=C12)S(=O)C 4-(1'-(3-((3-fluoro-4-(tetradecyloxy)phenyl)sulfonyl)-6-(methylsulfinyl)quinolin-4-yl)-[1,4'-bipiperidin]-4-yl)quinoline